dibromopropionamidine di(hydrochloride) Cl.Cl.BrC(C(=N)N)(C)Br